1-((3,3-difluoro-1-methylcyclobutyl)methyl)-3-(1-methylcyclopropyl)-N-(2-(S-methylsulfonimidoyl)pyridin-4-yl)-4-(trifluoromethyl)-1H-pyrazole-5-carboxamide FC1(CC(C1)(C)CN1N=C(C(=C1C(=O)NC1=CC(=NC=C1)S(=O)(=N)C)C(F)(F)F)C1(CC1)C)F